3-(4-(((2-(2,2-dimethylpyrrolidin-1-yl)ethyl)(7-fluorobenzo[d]-thiazol-2-yl)amino)methyl)phenyl)propiolic acid CC1(N(CCC1)CCN(C=1SC2=C(N1)C=CC=C2F)CC2=CC=C(C=C2)C#CC(=O)O)C